cobalt tetra(4-aminophenyl)porphyrin NC1=CC=C(C=C1)C1=C2C=CC(C(=C3C=CC(=C(C=4C=CC(=C(C5=CC=C1N5)C5=CC=C(C=C5)N)N4)C4=CC=C(C=C4)N)N3)C3=CC=C(C=C3)N)=N2.[Co]